COC=1C(=CC2=C(C3=C(C=CO3)C=C2C1)C=1C=NC(=NC1)N(CC(CC)C)C)OC 6,7-dimethoxy-9-(2-(methyl(2-methylbutyl)amino)pyrimidin-5-yl)naphtho[2,3]furan